2-(3-{5-[(R)-(1,3-Dimethyl-azetidin-3-yl)-(3-fluoro-4-isopropyl-phenyl)-hydroxy-methyl]-pyridin-3-yl}-[1,2,4]oxadiazol-5-yl)-propan-2-ol CN1CC(C1)(C)[C@](C=1C=C(C=NC1)C1=NOC(=N1)C(C)(C)O)(O)C1=CC(=C(C=C1)C(C)C)F